IC1CC(C1)OCC1=CC=CC=C1 (3-Iodocyclobutoxy)methylbenzene